C(C=CCCCC)(=O)O 5Z-heptenoic acid